2-(Furan-2-yl)-1H-benzo[d]imidazole-4-carboxamide O1C(=CC=C1)C1=NC2=C(N1)C=CC=C2C(=O)N